(S)-3-(((2-methoxypyridin-4-yl)methyl)amino)-2,3-dihydrothiophene 1,1-dioxide COC1=NC=CC(=C1)CN[C@@H]1CS(C=C1)(=O)=O